(2S)-Methyl 2-amino-5-(benzyloxy)-7-bromoheptanoate hydrochloride salt Cl.N[C@H](C(=O)OC)CCC(CCBr)OCC1=CC=CC=C1